N1(CCC2=CC=CC=C12)CCC1=NN=C(S1)N 5-(2-(indolin-1-yl)ethyl)-1,3,4-thiadiazol-2-amine